N-[3-(3-methoxy-1H-indazol-5-yl)phenyl]prop-2-enamide COC1=NNC2=CC=C(C=C12)C=1C=C(C=CC1)NC(C=C)=O